(7-((5-chloro-4-(ethylamino)-7H-pyrrolo[2,3-d]pyrimidin-2-yl)amino)-2,3-dihydrobenzofuran-4-yl)(4-morpholinopiperidin-1-yl)methanone ClC1=CNC=2N=C(N=C(C21)NCC)NC2=CC=C(C=1CCOC12)C(=O)N1CCC(CC1)N1CCOCC1